C1=CC=CC=2OC3=CC=CC=C3C(C12)=O oxaanthrone